C(=C)C1=CC=C(CN2C=NC=C2)C=C1 1-(4-vinylbenzyl)-1H-imidazole